N-METHYL-2-METHYLENE-SUCCINAMIC ACID CNC(CC(C(=O)O)=C)=O